NC1=NN2C(C=C(C=C2)C=2C=C(C(=NC2)OC)C(=O)NCCCC2=CC=CC=C2)=N1 5-{2-amino-[1,2,4]triazolo[1,5-a]pyridin-7-yl}-2-methoxy-N-(3-phenylpropyl)pyridine-3-carboxamide